2-oxo-N-(piperidin-4-yl)-2,3-dihydro-1H-indole-5-carboxamide hydrochloride Cl.O=C1NC2=CC=C(C=C2C1)C(=O)NC1CCNCC1